1-(4-bromo-2-fluorophenyl)-2,3-difluoro-4-(trifluoromethyl)-benzene BrC1=CC(=C(C=C1)C1=C(C(=C(C=C1)C(F)(F)F)F)F)F